ClC1=C(C=CC=C1)N1N=CC=2C(C1=O)=C(N(C2C)C2=CC(=CC=C2)OC)C 2-(2-chlorophenyl)-6-(3-methoxyphenyl)-5,7-dimethyl-2,6-dihydro-1H-pyrrolo[3,4-d]pyridazin-1-one